COC(=O)C1=CSC=2C1=NC(=CC2C(F)(F)F)N2CCC(CC2)O 5-(4-hydroxy-piperidin-1-yl)-7-(trifluoromethyl)thieno[3,2-b]pyridine-3-carboxylic acid methyl ester